1-(4-(((S)-2-(3-heptylureido)-3-(hexylamino)-3-oxopropyl)carbamoyl)benzoyl)-N3,N4-bis((1S,2R)-2-phenylcyclopropyl)pyrrolidine-3,4-dicarboxamide C(CCCCCC)NC(N[C@@H](CNC(=O)C1=CC=C(C(=O)N2CC(C(C2)C(=O)N[C@@H]2[C@H](C2)C2=CC=CC=C2)C(=O)N[C@@H]2[C@H](C2)C2=CC=CC=C2)C=C1)C(=O)NCCCCCC)=O